N-(5-(6-(3,5-dimethoxyphenyl)-4,5,6,7-tetrahydro-1H-indazol-3-yl)-1-methyl-1H-pyrazol-4-yl)acrylamide COC=1C=C(C=C(C1)OC)C1CCC=2C(=NNC2C1)C1=C(C=NN1C)NC(C=C)=O